4'-(2-(2-chlorophenyl)pyrrolidin-1-yl)-N-((4-(((3-hydroxyoxetan-3-yl)methyl)amino)-3-nitrophenyl)sulfonyl)-[1,1'-biphenyl]-4-carboxamide ClC1=C(C=CC=C1)C1N(CCC1)C1=CC=C(C=C1)C1=CC=C(C=C1)C(=O)NS(=O)(=O)C1=CC(=C(C=C1)NCC1(COC1)O)[N+](=O)[O-]